C(C1=CC=CC=C1)OC1=C(C=C(C=C1)C(CC(C1=CC=CC=C1)=O)C1C(C2=C(NC(C1)=O)C=CC=C2)=O)OC 4-(1-(4-(benzyloxy)-3-methoxyphenyl)-3-oxo-3-phenylpropyl)-3,4-dihydro-1H-benzo[b]azepine-2,5-dione